C(#N)C1=CC(=CC=2N=C(OC21)C=2C(=C(C=CC2)C2=C(C(=CC=C2)NC=2N=CC=C1C=C(C=NC21)CN2C[C@@H](CC2)O)C)C)CN2CC(C2)C(=O)O (R)-1-((7-cyano-2-(3'-(3-((3-hydroxypyrrolidin-1-yl)methyl)-1,7-naphthyridin-8-ylamino)-2,2'-dimethylbiphenyl-3-yl)benzo[d]oxazol-5-yl)methyl)azetidine-3-carboxylic acid